BrC=1C=CC2=C(C(=CO2)COC=2C=C(C(=O)OCC)C=CC2CC(=O)OCC)C1 ethyl 3-((5-bromobenzofuran-3-yl)methoxy)-4-(2-ethoxy-2-oxoethyl)benzoate